silicon-zirconium-manganese-strontium [Sr].[Mn].[Zr].[Si]